methyl 4-(o-tolyl)piperidine-4-carboxylate C1(=C(C=CC=C1)C1(CCNCC1)C(=O)OC)C